N-(3-(4-fluoro-4-(pyridin-2-yl)piperidin-1-yl)propyl)-4-(3-(4-methoxyphenyl)-1,2,4-oxadiazol-5-yl)piperazine-1-carboxamide FC1(CCN(CC1)CCCNC(=O)N1CCN(CC1)C1=NC(=NO1)C1=CC=C(C=C1)OC)C1=NC=CC=C1